C(#N)[C@H]1CC[C@H](CC1)N1N=CC(=C1)NC1=NC=C(C(=N1)C1=CC=C(C(=O)O)C=C1)C 4-(2-((1-(Cis-4-cyanocyclohexyl)-1H-pyrazol-4-yl)amino)-5-methylpyrimidin-4-yl)benzoic Acid